[N+](=O)([O-])C#CC(=O)O 3-nitropropynoic acid